CC1CCN(CC1)[C@H]1[C@H](CCC1)OC=1C=C2CN(C(C2=CC1)=O)C1C(NC(CC1)=O)=O 3-(5-(((1S,2R)-2-(4-methylpiperidin-1-yl)cyclopentyl)oxy)-1-oxoisoindolin-2-yl)piperidine-2,6-dione